COP(OC1(COP(OC1)(=O)C)CC)(=O)C methyl-phosphonic acid (5-ethyl-2-methyl-2-oxo-1,3,2-dioxaphosphorin-5-yl) methyl ester